COC(C(=O)NC1CC1)=O 2-(cyclopropylamino)-2-oxoacetic acid methyl ester